4-(2-cyanoprop-2-yl)-N-(5-(7-(ethyl-(4-methoxybenzyl)amino)-1,6-naphthyridin-3-yl)-6-methylpyridin-3-yl)picolinamide C(#N)C(C)(C)C1=CC(=NC=C1)C(=O)NC=1C=NC(=C(C1)C=1C=NC2=CC(=NC=C2C1)N(CC1=CC=C(C=C1)OC)CC)C